2,2'-dinitrobiphenyldicarboxylic acid [N+](=O)([O-])C1(C(=CC=CC1C(=O)O)C1=C(C=CC=C1)[N+](=O)[O-])C(=O)O